NC1=NC(=C(C=2N1C(N(N2)C=C2OCCC2)=O)C2=CC(=NC(=C2)C)OC)C2=CC=CC=C2 5-amino-8-(2-methoxy-6-methyl-4-pyridinyl)-7-phenyl-2-[[(2R)-tetrahydrofuranyl-2-yl]methyl]-[1,2,4]triazolo[4,3-c]pyrimidin-3-one